FC1=C(C(=CC(=C1)OC)F)C=1N(N(C(C1NC(C1=CC=C(C=C1)OC(F)F)=O)=O)C1=C(C=CC(=N1)N1CC(CC1)C(=O)N)C(F)(F)F)C 1-{6-[3-(2,6-difluoro-4-methoxyphenyl)-4-[4-(difluoromethoxy)benzamido]-2-methyl-5-oxo-2,5-dihydro-1H-pyrazol-1-yl]-5-(trifluoromethyl)pyridin-2-yl}pyrrolidine-3-carboxamide